N1=NC=CCC1=O pyridazin-6(5H)-one